perfluoroamyl-acetic acid FC(C(=O)O)(C(C(C(C(C(F)(F)F)(F)F)(F)F)(F)F)(F)F)F